NC1=NC=NN2C1=C(C(=C2)C2=CCC1(CCN(CC1)C(C=C)=O)CC2)C2=CC=C(C=C2)F 1-(9-(4-amino-5-(4-fluorophenyl)pyrrolo[2,1-f][1,2,4]triazin-6-yl)-3-azaspiro[5.5]undec-8-en-3-yl)prop-2-en-1-one